2-(4-Iodobenzenesulfonamido)-N-[2-methyl-5-(thiomorpholine-4-sulfonyl)thiophen-3-yl]acetamide IC1=CC=C(C=C1)S(=O)(=O)NCC(=O)NC1=C(SC(=C1)S(=O)(=O)N1CCSCC1)C